ClC1=CC(=C(OCC2=NC=CC(=C2)[C@H]2CN(CC2)C(=O)OC(C)(C)C)C=C1)F tert-Butyl (S)-3-(2-((4-chloro-2-fluorophenoxy)methyl)pyridin-4-yl)pyrrolidine-1-carboxylate